[2H]C([2H])([2H])C([2H])([2H])C([2H])([2H])B(O)O N-PROPYL-D7-BORONIC ACID